5-pentanelactam Methyl-4-(1-{2-[4-(2,3-dimethylphenyl)piperazin-1-yl]-2-oxoethyl}-1,4,5,6-tetrahydrocyclopenta[c]pyrazol-3-carbonyl)piperazin-1-carboxylat COC(=O)N1CCN(CC1)C(=O)C=1C2=C(N(N1)CC(=O)N1CCN(CC1)C1=C(C(=CC=C1)C)C)CCC2.C2(CCCCN2)=O